1-Nitro-4-(3,3,3-Trifluoropropoxy)benzene [N+](=O)([O-])C1=CC=C(C=C1)OCCC(F)(F)F